cyanomethyl (S)-2-((tert-butoxy carbonyl)amino)-3-(4-(4-(4-(4-cyanooxazol-2-yl)thiazol-2-yl)oxazol-2-yl)thiazol-2-yl)propanoate C(C)(C)(C)OC(=O)N[C@H](C(=O)OCC#N)CC=1SC=C(N1)C=1OC=C(N1)C=1SC=C(N1)C=1OC=C(N1)C#N